ClC1=C(C(=C(C=C1)NC(OC(C)(C)C)=O)C1=CC(N2[C@@H](CCC2C1)C=O)=O)F tert-butyl (4-chloro-3-fluoro-2-((3S)-3-formyl-5-oxo-1,2,3,5,8,8a-hexahydroindolizin-7-yl)phenyl)carbamate